menthyl lactate (MENTHYL LACTATE) C1(CC(C(CC1)C(C)C)C(C(=O)O)(O)C)C.C(C(O)C)(=O)OC1CC(CCC1C(C)C)C